BrC=1C=C(C=2N(C1)N=CC2C(=O)NC(C)C)OC 6-bromo-N-isopropyl-4-methoxypyrazolo[1,5-a]pyridine-3-carboxamide